BrC1=CC=C2COC\C=C/C=3C=CN(C[C@@]45[C@H](N([C@H](C(NC2=N1)=O)C5)C(=O)OC(C)(C)C)C4)N3 tert-Butyl (1R,7Z,20S,22R)-15-bromo-19-oxo-10-oxa-3,16,18,21,25-pentaazapentacyclo[18.3.1.13,6.01,22.012,17]pentacosa-4,6(25),7,12,14,16-hexaene-21-carboxylate